C(C=CC)=O 2-BUTENE-1-ONE